C(C1=CC=CC=C1)N(C(C(N)=O)=O)CC1=CC=C(C=C1)F N'-benzyl-N'-[(4-fluorophenyl)methyl]oxamide